FC1=NC(=C(C(=C1F)C(C(C)=O)C(C)=O)F)F 3-(perfluoropyridin-4-yl)pentane-2,4-dione